COC1=CC=C(C2=C1NC(=N2)NC(=O)N2CC1(COC1)CC2)C2=CC=NC=C2 N-[7-methoxy-4-(pyridin-4-yl)-1H-1,3-benzodiazol-2-yl]-2-oxa-6-azaspiro[3.4]octane-6-carboxamide